FC=1C(=C2C(=NC(=NN2C1)NC1CCC2(COC2)CC1)OC)C=1C=C(C2=C(N(C=N2)CCF)C1)F 6-fluoro-5-(4-fluoro-1-(2-fluoroethyl)-1H-benzo[d]imidazol-6-yl)-4-methoxy-N-(2-oxaspiro[3.5]nonan-7-yl)pyrrolo[2,1-f][1,2,4]triazin-2-amine